C1=CC=CC=2C=CC3=C(OC4=C3C=CC=C4C4=NC=C(C=C4)[Si](C)(C)C)C12 2-(naphtho[1,2-b]benzofuran-10-yl)-5-(trimethylsilyl)pyridine